C1(CC1)C=1C=C(C=2N(C1)C=C(N2)CNC2=CC(=NC=N2)NC(=O)[C@@H]2[C@H](C2)C2=NC=CC(=N2)C)N2C(C1CC1C2)=O |o1:23,24| (1S*,2S*)-N-(6-(((6-cyclopropyl-8-(2-oxo-3-azabicyclo[3.1.0]hexan-3-yl)imidazo[1,2-a]pyridin-2-yl)methyl)amino)pyrimidin-4-yl)-2-(4-methylpyrimidin-2-yl)cyclopropane-1-carboxamide